N-[3-(4-fluorophenyl)azetidin-3-yl]-6-(naphthalen-2-yl)-4-oxo-4,5-dihydropyrazolo-[1,5-a]pyrazine-2-carboxamide hydrochloride Cl.FC1=CC=C(C=C1)C1(CNC1)NC(=O)C1=NN2C(C(NC(=C2)C2=CC3=CC=CC=C3C=C2)=O)=C1